Phosphoric acid mono-{6-oxo-1-propyl-8-[1-(6-trifluoromethyl-pyridin-3-ylmethyl)-1H-pyrazol-4-yl]-1,6-dihydro-purin-7-ylmethyl} ester O=C1C=2N(C(=NC2N=CN1CCC)C=1C=NN(C1)CC=1C=NC(=CC1)C(F)(F)F)COP(O)(O)=O